N-(4-(trifluoromethyl)phenyl)-1H-pyrazole-3-carboxamide FC(C1=CC=C(C=C1)NC(=O)C1=NNC=C1)(F)F